ethyl 1-(2-oxo-2-(pyridin-2-yl) ethyl)-4-picolinoyl-5-(pyridin-2-yl)-1H-pyrazole-3-carboxylate O=C(CN1CC=C(C=C1)C(=O)N1N=C(C=C1C1=NC=CC=C1)C(=O)OCC)C1=NC=CC=C1